N-(5-(2-(8-oxa-3-azabicyclo[3.2.1]octan-3-yl)acetamido)-2-fluoropyridin-3-yl)-2-(1-methyl-1H-pyrazol-4-yl)-1H-pyrrolo[2,3-b]pyridine-5-carboxamide C12CN(CC(CC1)O2)CC(=O)NC=2C=C(C(=NC2)F)NC(=O)C=2C=C1C(=NC2)NC(=C1)C=1C=NN(C1)C